2-oxopropyl (CIS)-2-((((CIS)-4-phenylcyclohexyl)oxy) methyl)-3-(1H-pyrazol-3-yl)piperidine-1-carboxylate C1(=CC=CC=C1)[C@H]1CC[C@H](CC1)OC[C@@H]1N(CCC[C@@H]1C1=NNC=C1)C(=O)OCC(C)=O